methyl-4-(p-methoxyphenyl)but-3-en-2-one CCC(C=CC1=CC=C(C=C1)OC)=O